ClC1=CC=C(CNC(=O)NC2CC3(C2)CN(CC3)C3=NC(=CC=C3)C)C=C1 1-(4-chlorobenzyl)-3-((2r,4s)-6-(6-methylpyridin-2-yl)-6-azaspiro[3.4]octan-2-yl)urea